2H-pyrazolo[3,4-b]Pyridine-5-carboxylic acid N=1NC=C2C1N=CC(=C2)C(=O)O